3-methyl-N2-[2-(1-methylpyrazolo[3,4-c]pyridin-4-yl)pyrimidin-5-yl]benzene-1,2-diamine CC1=C(C(=CC=C1)N)NC=1C=NC(=NC1)C1=C2C(=CN=C1)N(N=C2)C